C(C)C=1C(=C(C=C(C1)C1(C(N(C2=CC=CC=C12)C1=CC=CC=C1)=O)C1=CC(=C(C(=C1)CC)O)C1=CC=CC=C1)C1=CC=CC=C1)O 3,3-bis(5-ethyl-4-hydroxy-3-phenylphenyl)-1-phenyl-1H-indol-2-one